7-(8-methoxy-2-methyl-imidazo[1,2-b]pyridazin-6-yl)-2-[(3s,4r)-3-fluoro-4-piperidinyl]thiazolo[3,2-a]pyrimidin-5-one COC=1C=2N(N=C(C1)C=1N=C3N(C(C1)=O)C=C(S3)[C@H]3[C@@H](CNCC3)F)C=C(N2)C